C(C)OC(=O)C1(CCC1)C=1OC(=NN1)C=1C=NC(=NC1)NC1CC2=CC=CC=C2C1 1-(5-(2-((2,3-dihydro-1H-inden-2-yl)amino)pyrimidin-5-yl)-1,3,4-oxadiazol-2-yl)cyclobutane-1-carboxylic acid ethyl ester